7-chloro-1-phenyl-4-((pyridin-4-ylmethyl)amino)-quinazolin-2(1H)-one ClC1=CC=C2C(=NC(N(C2=C1)C1=CC=CC=C1)=O)NCC1=CC=NC=C1